Cl.Cl.Cl.Cl.NC=1C=C(C=CC1N)C1=CC(=C(N)C=C1)N 3,3'-diaminobenzidine, tetrahydrochloride